O=C1NC(CCC1N1CCC2=C(C=CC=C12)N1CCN(CC1)C(=O)OC(C)(C)C)=O tert-butyl 4-(1-(2,6-dioxopiperidin-3-yl)indolin-4-yl)piperazine-1-carboxylate